CC1=[N+](C2=CC=CC=C2C(C1O)(C/C=C(\\C)/CC/C=C(\\C)/CCC=C(C)C)O)[O-] The molecule is a member of the class of quinoline N-oxides that is 2-methyl-1-oxo-4-3,4-dihydroquinoline-3,4-diol carrying an additional (2E,6E)-farnesyl group at position 4. It has a role as a bacterial metabolite. It is a quinoline N-oxide, a tertiary alcohol, a secondary alcohol and an olefinic compound.